3,7-bis(benzo[d]thiazol-2-yl)naphthalen-2-ol S1C(=NC2=C1C=CC=C2)C=2C(=CC1=CC(=CC=C1C2)C=2SC1=C(N2)C=CC=C1)O